CC1(CC2(C3=CC=C(C=C13)O)CC(C1=CC=C(C=C12)O)(C)C)C 3,3,3',3'-tetramethyl-2,2',3,3'-tetrahydro-1,1'-spirobi-[indene]-5,6'-diol